F[C@@H]1[C@H]2CC[C@@H](C[C@@H]1N(C)C1=NC=C(N=C1)C1=C(C=C(C=C1)B1OC(C(O1)(C)C)C)OCOC)N2C(=O)OC(C)(C)C tert-butyl (1R,2S,3S,5S)-2-fluoro-3-([5-[2-(methoxymethoxy)-4-(4,4,5-trimethyl-1,3,2-dioxaborolan-2-yl) phenyl]pyrazin-2-yl](methyl)amino)-8-azabicyclo[3.2.1]octane-8-carboxylate